2-(3-(2-(2-methylbiphenyl-3-yl)vinyl)-4-(trifluoromethyl)benzylamino)-3-hydroxy-2-methylpropanoic acid CC1=C(C=CC=C1C=CC=1C=C(CNC(C(=O)O)(CO)C)C=CC1C(F)(F)F)C1=CC=CC=C1